C(C)(C)(C)OC(=O)NCCOCCOCCNC(=O)CCCCCC(=O)OCC ethyl 6-({2-[2-(2-{[(tert-butoxy)carbonyl]amino}ethoxy)ethoxy]ethyl}-carbamoyl)hexanoate